carbonyl-iridium chloride C(=O)=[Ir]Cl